The molecule is a beta-D-galactosyl-(1<->1')-N-acylsphinganine in which the acyl group specified is (17Z)-hexacosenoyl. It has a role as a mouse metabolite. It derives from a (17Z)-hexacosenoic acid. CCCCCCCCCCCCCCC[C@H]([C@H](CO[C@H]1[C@@H]([C@H]([C@H]([C@H](O1)CO)O)O)O)NC(=O)CCCCCCCCCCCCCCC/C=C\\CCCCCCCC)O